benzyl methyl tetrahydrofuran-2,2-dicarboxylate O1C(CCC1)(C(=O)OCC1=CC=CC=C1)C(=O)OC